COC1CC2(C1)CC(N(CC2)CC2=C1C=CNC1=C(C=C2OC)C)C2=CC=C(C(=O)O)C=C2 4-(2-methoxy-7-((5-methoxy-7-methyl-1H-indol-4-yl)methyl)-7-azaspiro[3.5]nonan-6-yl)benzoic acid